Cl.C(#C)[C@@H]1NCC1 |r| (rac)-2-ethynylazetidine hydrochloride salt